C(C)OC(CC1(C2CC3CC(CC1C3)C2)O)=O.CN2N=C(C=C2S(=O)(=O)N2CCC3(CCC(C3)N3CCOCC3)CC2)C 4-(8-((1,3-Dimethyl-1H-pyrazol-5-yl)sulfonyl)-8-azaspiro[4.5]dec-2-yl)morpholine ethyl-(2-hydroxy-2-adamantyl)acetate